4-(3-dibutylaminopropoxy)benzoyl chloride C(CCC)N(CCCOC1=CC=C(C(=O)Cl)C=C1)CCCC